(R)-4-((2-aminopyridin-4-yl)((4-oxochroman-7-yl)oxy)methyl)benzamide NC1=NC=CC(=C1)[C@@H](C1=CC=C(C(=O)N)C=C1)OC1=CC=C2C(CCOC2=C1)=O